2,2,2-trichloroethylallyl carbonate C(OCC=CCC(Cl)(Cl)Cl)([O-])=O